FC(C1=CC=CC(=N1)NC(=O)C1=CC2=CN(N=C2C=C1OC(C)C)C1CCN(CC1)C(CC1(CCN(CC1)C1=C(C=C(C(=C1)F)C1C(NC(CC1)=O)=O)F)O)=O)F N-(6-(difluoromethyl)pyridin-2-yl)-2-(1-(2-(1-(4-(2,6-dioxopiperidin-3-yl)-2,5-difluorophenyl)-4-hydroxypiperidin-4-yl)acetyl)piperidin-4-yl)-6-isopropoxy-2H-indazole-5-carboxamide